C(C)C(C=C)C=CC 3-Ethyl-1,4-Hexadien